propione carbonate C(O)(O)=O.CCC(=O)CC